9,10-dibutoxymethyloxymethyloxyoxyanthracene C(CCC)OCOCOOC=1C2=CC=CC=C2C(=C2C=CC=CC12)OOCOCOCCCC